C(#N)CC(=S)N 2-(cyano)thioacetamide